N-(4-(4-(1-hydroxyethyl)piperidin-1-yl)phenyl)-4-((8-methyl-2,3-dihydro-1H-pyrido[2,3-b][1,4]oxazin-7-yl)amino)-2-oxo-1,2-dihydropyridine-3-carboxamide OC(C)C1CCN(CC1)C1=CC=C(C=C1)NC(=O)C=1C(NC=CC1NC1=C(C2=C(OCCN2)N=C1)C)=O